N-(3-(8-(2,4-Dioxotetrahydropyrimidin-1(2H)-yl)naphthalen-2-yl)prop-2-yn-1-yl)-5-(8-(7-isopropyl-1,3-dimethyl-2-oxo-2,3-dihydro-1H-benzo[d]imidazol-5-yl)isoquinolin-3-yl)picolinamide O=C1N(CCC(N1)=O)C=1C=CC=C2C=CC(=CC12)C#CCNC(C1=NC=C(C=C1)C=1N=CC2=C(C=CC=C2C1)C1=CC2=C(N(C(N2C)=O)C)C(=C1)C(C)C)=O